ClC1=C(C(=O)NC(=O)N(C2=CC=C(C=C2)C(C)C)CC)C(=CC=C1)Cl N-(2,6-dichlorobenzoyl)-N'-(ethyl)-N'-(4-isopropylphenyl)urea